ClC=1C(=NC(=NC1)NC1=CC=C(C=C1)C(NC)=O)NC1=CC=CC=C1 2-((5-chloro-2-((4-(methylcarbamoyl)phenyl)amino)pyrimidin-4-yl)amino)benzene